1-(4-(hydroxymethyl)cyclohexyl)ethanone tert-butyl-2-(methyl(m-tolyl)carbamoyl)octahydro-1H-pyrrolo[3,2-b]pyridine-1-carboxylate C(C)(C)(C)OC(=O)N1C(CC2NCCCC21)C(N(C=2C=C(C=CC2)C)C)=O.OCC2CCC(CC2)C(C)=O